C1([C@@H](O)[C@@H](O)[C@H](O)[C@H](O1)CO)CC(=O)O.C(C)(=O)OC1[C@@H](O)[C@@H](O)[C@H](O)[C@H](O1)CO mannosyl acetate (mannosyl acetate)